N1(C=CC=CC=C1)N Azepin-1-amine